ClC1=C(C(=O)N(CC)C2=CC(=C(C=C2)Cl)C2=NC=CC=C2)C=CC(=C1)C(=O)N 2-chloro-N1-(4-chloro-3-(pyridin-2-yl)phenyl)-N-ethylterephthalamide